ClC1=NC(=CC(=C1)C([C@H]1CN(CCO1)C(=O)OC(C)(C)C)(F)F)Cl tert-Butyl (2R)-2-[(2,6-dichloro-4-pyridyl)-difluoro-methyl]morpholine-4-carboxylate